C1(CC1)C1=NC=NC(=C1C1=NC=C(C(=N1)OCC1=CC=C(C=C1)C=1N(C=C(N1)C(F)(F)F)C)OCF)OC 2-(4-cyclopropyl-6-methoxy-pyrimidin-5-yl)-5-(fluoromethoxy)-4-[[4-[1-methyl-4-(trifluoromethyl)imidazol-2-yl]phenyl]methoxy]pyrimidine